Hexyl 6-bromodecanoate BrC(CCCCC(=O)OCCCCCC)CCCC